O=N[C@@H](CCCCN)C(=O)O ketolysine